NCCC=1NC2=CC=C(C=C2C1)O 2-(2-aminoethyl)-1H-indol-5-ol